N=1C=NN2C1C(=CC=C2)CCC[C@H]2C[C@@H]1N(CCNC1)C2=O (7S,8aS)-7-(3-[[1,2,4]triazolo[1,5-a]pyridin-8-yl]propyl)-hexahydro-1H-pyrrolo[1,2-a]pyrazin-6-one